S-nitroso-N-acetyl-D-penicillamine N(=O)SC([C@@H](NC(C)=O)C(=O)O)(C)C